C1(CCCC1)N1C(C=CC2=C1N=C(N=C2)NC2CCN(CC2)S(=O)(=O)N(C)CCCOCCCC2=C1C(N(C(C1=CC=C2)=O)C2C(NC(CC2)=O)=O)=O)=O 4-((8-cyclopentyl-7-oxo-7,8-dihydropyrido[2,3-d]pyrimidin-2-yl)amino)-N-(3-(3-(2-(2,6-dioxopiperidin-3-yl)-1,3-dioxoisoindolin-4-yl)propoxy)propyl)-N-methylpiperidine-1-sulfonamide